NC1=CC=C(C(=N1)C)CNC(CN1C(C(=NC=C1C1=CC=C(C=C1)[N+](=O)[O-])NCCC1=CC=CC=C1)=O)=O N-((6-amino-2-methylpyridin-3-yl)methyl)-2-(6-(4-nitrophenyl)-2-oxo-3-(phenethylamino)pyrazin-1(2H)-yl)acetamide